FC1=NC=C(C=N1)C=1C2=C(N=CN1)NC(=C2)C2=CC=C(CCN1CCC3(CN(C3)C(C=C)=O)CC1)C=C2 1-(7-(4-(4-(2-fluoropyrimidin-5-yl)-7H-pyrrolo[2,3-d]pyrimidin-6-yl)phenethyl)-2,7-diazaspiro[3.5]non-2-yl)prop-2-en-1-one